BrC1=CN=C(N=N1)N1CCC2(CC1)OC1=C(C2N)C=CC=C1 1'-(6-bromo-1,2,4-triazin-3-yl)-3H-spiro[benzofuran-2,4'-piperidine]-3-amine